NC1=NN(C=C1C(N)=O)C1(CCN(CC1)C(=O)OC(C)(C)C)CC(=O)N(C)OC tert-butyl 4-(3-amino-4-carbamoyl-pyrazol-1-yl)-4-[2-[methoxy (methyl)amino]-2-oxo-ethyl]piperidine-1-carboxylate